(R)-3-mercapto-2-methoxypropan-1-ol SC[C@@H](CO)OC